NC1=NC=CC=C1C1=NC=2C(=NC=CC2)N1C1=CC=C(CN2CCC(CC2)NC(C2=C(C=NC=C2)C#N)=O)C=C1 N-(1-(4-(2-(2-Aminopyridin-3-yl)-3H-imidazo[4,5-b]pyridin-3-yl)benzyl)piperidin-4-yl)-3-cyanoisonicotinamide